N-((1-(Cyclohex-1-en-1-ylmethyl)pyrrolidin-3-yl)methyl)-1-(3-(4-Methoxyphenyl)-1,2,4-oxadiazol-5-yl)piperidin-4-carboxamid C1(=CCCCC1)CN1CC(CC1)CNC(=O)C1CCN(CC1)C1=NC(=NO1)C1=CC=C(C=C1)OC